[N+](=O)([O-])C1=CC2=C(NC(=N2)C2=CC=C(C=C2)NC(OC(C)(C)C)=O)C=C1 tert-butyl (4-(5-nitro-1H-benzo[d]imidazol-2-yl)phenyl)carbamate